N-(2-(5-(1,3-dioxolan-2-yl)-6-fluoroisoquinolin-8-yl)-2-((tert-butyldimethylsilyl)oxy)ethyl)methanesulfonamide O1C(OCC1)C1=C2C=CN=CC2=C(C=C1F)C(CNS(=O)(=O)C)O[Si](C)(C)C(C)(C)C